(2S,4R)-5,5-dihydroxy-9-({1-[(3-hydroxy-2-methyl-4-oxopyridin-1(4H)-yl)acetyl]azetidin-3-yl}oxy)-5-boranuidatricyclo[5.4.0.02,4]undeca-1(11),7,9-triene-8-carboxylic acid O[B-]1([C@@H]2C[C@@H]2C2=CC=C(C(=C2C1)C(=O)O)OC1CN(C1)C(CN1C(=C(C(C=C1)=O)O)C)=O)O